ClC=1C=C(C=CC1F)NC1=NC=NC2=CC(=C(C=C12)NC(C=CCN1CCCCC1)=O)OC(F)(F)F 4-Piperidin-1-yl-but-2-enoic acid [4-(3-chloro-4-fluoro-phenylamino)-7-trifluoromethoxy-quinazolin-6-yl]-amide